C1=CC=C2C(=C1)C=CC3=C2C=CN=N3 DIAZAPHENANTHRENE